1-(4-((4-((3,4-dichloro-2-fluorophenyl)amino)-7-methoxyquinazolin-6-yl)-oxy)piperidin-1-yl)prop-2-en-1-one ClC=1C(=C(C=CC1Cl)NC1=NC=NC2=CC(=C(C=C12)OC1CCN(CC1)C(C=C)=O)OC)F